NC=1C(=NC(=C(N1)F)C1=CC=C(C=C1)N1CCNCC1)C=1C=C2C=CNC(C2=CC1)=O 6-(3-amino-5-fluoro-6-(4-(piperazin-1-yl)phenyl)pyrazin-2-yl)isoquinolin-1(2H)-one